FC1=C2CCN(C2=C(C=C1)F)CC1=CC(=CN2C1=NC(=CC2=O)N2CCOCC2)C(=O)N(C)C 9-((4,7-difluoroindolin-1-yl)methyl)-N,N-dimethyl-2-morpholino-4-oxo-4H-pyrido[1,2-a]pyrimidine-7-carboxamide